(3S)-3-(5-((7-((2-isopropyl-5-methylcyclohexyl)oxy)heptyl)amino)-4-oxo-2-(trifluoromethyl)quinazolin-3(4H)-yl)piperidine-2,6-dione C(C)(C)C1C(CC(CC1)C)OCCCCCCCNC1=C2C(N(C(=NC2=CC=C1)C(F)(F)F)[C@@H]1C(NC(CC1)=O)=O)=O